FC(C1=NN(C=N1)C)F 3-(difluoromethyl)-1-methyl-1H-1,2,4-triazole